FC(C=1C=CC(=C(C1)[C@@H](CCN(C(OC(C)(C)C)=O)C)CC=O)F)F tert-butyl (S)-(3-(5-(difluoromethyl)-2-fluorophenyl)-5-oxopentyl)(methyl)carbamate